2,6-PYRIDINEDICARBOXALDEHYDE N1=C(C=CC=C1C=O)C=O